C(C)C(C(=O)C1=CC=CC=C1)(C)CC Diethylpropiophenone